2-(2,3-dihydro-1H-inden-2-yl)-N-((1S,2R)-3-(3,3-dimethylpyrrolidin-1-yl)-1-hydroxy-1-(5-methoxypyridin-2-yl)propan-2-yl)acetamide C1C(CC2=CC=CC=C12)CC(=O)N[C@@H]([C@@H](C1=NC=C(C=C1)OC)O)CN1CC(CC1)(C)C